7-oxo-7,8-dihydro-6H-spiro[[1,3]oxazolo[5,4-f]quinazoline-9,1'-cyclohexane]-2-carboxamide O=C1NC2=CC=C3C(=C2C2(CCCCC2)N1)OC(=N3)C(=O)N